O1C(=CC2=C1C=CC=C2)C2=CC(=NC(=N2)C2=CNC1=NC=C(N=C12)Cl)NC1C(C2CCC1CC2)C(=O)OC (+/-)-trans-methyl 3-((6-(benzofuran-2-yl)-2-(2-chloro-5H-pyrrolo[2,3-b]pyrazin-7-yl) pyrimidin-4-yl)amino)bicyclo[2.2.2]octane-2-carboxylate